C(C)(=O)N1[C@H]([C@@H]([C@H](C2=CC(=CC=C12)F)NC=1C(=NC=CC1)C#N)C)C1CC1 3-(((2S,3R,4R)-1-acetyl-2-cyclopropyl-6-fluoro-3-methyl-1,2,3,4-tetrahydroquinolin-4-yl)amino)picolinonitrile